3,4-(methylenedioxy)phenol C1OC2=C(O1)C=C(C=C2)O